FC1=C(C(=C(C(=C1S(=O)(=O)C)F)F)F)F 1,2,3,4,5-pentafluoro-6-(methylsulfonyl)benzene